Boron-hafnium-titanium oxide [O-2].[Ti+4].[Hf+4].[B+3]